C(C)(C)(C)OC(=O)N1CCC2(CC(C2)OC2CCNCC2)CC1.FC=1C=CC(=NC1)C(=O)NC1=NC(=CC=C1)C=C1CCN(CC1)C 5-fluoro-N-(6-((1-methylpiperidin-4-ylidene)methyl)pyridin-2-yl)picolinamide tert-butyl-2-(4-piperidyloxy)-7-azaspiro[3.5]nonane-7-carboxylate